FC(C1=C(CN2C(C3=NN(C(=C3C2)C2=CC(=C(C=C2F)NC(=O)NC(CCl)=O)F)C2=C(C=CC=C2CC)CC)(C)C)C=CC(=C1)C(F)(F)F)(F)F N-((4-(5-(2,4-bis(trifluoromethyl)benzyl)-2-(2,6-diethylphenyl)-6,6-dimethyl-2,4,5,6-tetrahydropyrrolo[3,4-c]pyrazol-3-yl)-2,5-difluorophenyl)carbamoyl)-2-chloroacetamide